4-(trifluoromethyl)benzo[d]thiazole FC(C1=CC=CC2=C1N=CS2)(F)F